N=1N=CN(C1)C1=CC=C(C=C1)C1=CC=CC=C1CC1=C(N=NN=N1)C 4-(4H-1,2,4-triazol-4-yl)benzenebenzyl-methyltetrazine